CCCCCCCC\C=C/CCCCCCCCC Z-9-nonadecene